C(C)(C)C1=CC(=CC(N1)=S)C(F)(F)F 6-isopropyl-4-trifluoromethylpyridine-2(1H)-thione